C1(=CC=CC=C1)OCCCCCCCCCCCC Lauryl phenyl ether